1-(1-acryloylpiperidin-4-yl)-7-chloro-6-(2-fluoro-6-hydroxyphenyl)-4-(2-isopropyl-4-methylpyridin-3-yl)-1,4-dihydropyrido[2,3-b]pyrazine-2,3-dione C(C=C)(=O)N1CCC(CC1)N1C2=C(N(C(C1=O)=O)C=1C(=NC=CC1C)C(C)C)N=C(C(=C2)Cl)C2=C(C=CC=C2O)F